tris-(hydroxymethyl)-propane triheptanoate C(CCCCCC)(=O)O.C(CCCCCC)(=O)O.C(CCCCCC)(=O)O.OCC(CC)(CO)CO